NC=1N=CN(C(C1C(=O)OC)=O)C1=C(C=C(C=C1Cl)Cl)Cl methyl 4-amino-6-oxo-1-(2,4,6-trichlorophenyl)-1,6-dihydropyrimidine-5-carboxylate